OC1=CC=C2C(=CC(OC2=C1)=O)N1CCOCC1 7-hydroxy-4-morpholinylcoumarin